2-[4-(4,4,5,5-Tetramethyl-1,3,2-dioxaborolan-2-yl)phenyl]-3,4,6,7-tetrahydropyrano[3,4-d]imidazole CC1(OB(OC1(C)C)C1=CC=C(C=C1)C1=NC2=C(N1)COCC2)C